FC=1C(=NC=CC1CN1CC2C(C(C1)C2)O)C=2C=C1CN(C(C1=CC2)=O)C2C(NC(CC2)=O)=O 3-(5-(3-fluoro-4-((6-hydroxy-3-azabicyclo[3.1.1]heptan-3-yl)methyl)pyridin-2-yl)-1-oxoisoindolin-2-yl)piperidine-2,6-dione